2,4-diaminophenylethanol C1=CC(=C(C=C1N)N)CCO